N(=C=O)C12CC3(CC(CC(C1)C3)C2)N=C=O 1,3-diisocyanato-adamantan